1-chloro-3-(5-(difluoromethyl)-1,3,4-thiadiazol-2-yl)-N-(1-(fluoromethyl)cyclopropyl)-8-(piperazin-1-yl)imidazo[1,5-a]pyridine-6-sulfonamide formate C(=O)O.ClC=1N=C(N2C1C(=CC(=C2)S(=O)(=O)NC2(CC2)CF)N2CCNCC2)C=2SC(=NN2)C(F)F